benzyl (4aS,8aS)-6-[6-(3-amino-4-methylpyridin-2-yl)-3-chloroquinolin-4-yl]-octahydro-1H-pyrido[3,4-b][1,4]oxazine-1-carboxylate NC=1C(=NC=CC1C)C=1C=C2C(=C(C=NC2=CC1)Cl)N1C[C@@H]2OCCN([C@H]2CC1)C(=O)OCC1=CC=CC=C1